C1(CC1)C=1C(=NON1)C(=O)N[C@H](C=1N=C2N(N=CC(=C2)[C@H](C)[C@H]2C(N[C@@H](C2)C(F)(F)F)=O)C1)C1CCC(CC1)(F)F |o1:20,22| 4-Cyclopropyl-N-((S)-(4,4-difluorocyclohexyl)(7-((R*)-1-((3S*,5S)-2-oxo-5-(trifluoromethyl)pyrrolidin-3-yl)ethyl)imidazo[1,2-b]pyridazin-2-yl)methyl)-1,2,5-oxadiazole-3-carboxamide